2,4-dichloro-nitrobenzene ClC1=C(C=CC(=C1)Cl)[N+](=O)[O-]